(2R,3R,4R,5R,6R)-3-acetamido-5-hydroxy-6-(hydroxymethyl)-2-(pent-4-yn-1-yloxy)tetrahydro-2H-pyran-4-yl isobutyrate C(C(C)C)(=O)O[C@@H]1[C@H]([C@@H](O[C@@H]([C@@H]1O)CO)OCCCC#C)NC(C)=O